NC=1C=2N(C=CN1)C(=NC2C2=CC(=C(C=C2)NC(=O)NC2=CC(=NN2C2=CC=C(C=C2)C(C)C)C(C)(C)C)F)C2CC2 1-(4-(8-amino-3-cyclopropylimidazo[1,5-a]pyrazin-1-yl)-2-fluorophenyl)-3-(3-(tert-butyl)-1-(4-isopropylphenyl)-1H-pyrazol-5-yl)urea